1-(3-fluoro-2-methylphenyl)ethan-1-one rac-tert-butyl-(R)-3-bromo-4-((1-hydroxy-2-methoxy-6-methyl-4-oxocyclohexa-2,5-diene-1-carbonyl)oxy)-2-(methoxymethoxy)-5,6-dimethylbenzoate C(C)(C)(C)OC(C1=C(C(=C(C(=C1C)C)OC(=O)[C@@]1(C(=CC(C=C1C)=O)OC)O)Br)OCOC)=O.FC=1C(=C(C=CC1)C(C)=O)C |r|